NC=1N=NC(=CC1N1CC(CC1)(C(=O)NCC1CCN(CC1)CC1CCN(CC1)C=1C=C2C(N(C(C2=CC1)=O)C1C(NC(CC1)=O)=O)=O)C1=CC=CC=C1)C1=C(C=CC=C1)O 1-[3-amino-6-(2-hydroxyphenyl)pyridazin-4-yl]-N-[[1-[[1-[2-(2,6-dioxo-3-piperidyl)-1,3-dioxo-isoindolin-5-yl]-4-piperidyl]methyl]-4-piperidyl]methyl]-3-phenyl-pyrrolidine-3-carboxamide